BrC=1C=NC=2N(C=3N=CC(=CC3OC2C1)Br)CCCCCN1[C@@H]2CO[C@H](C1)C2 6,12-dibromo-2-{5-[(1S,4S)-2-oxa-5-azabicyclo[2.2.1]heptan-5-yl]pentyl}-9-oxa-2,4,14-triazatricyclo[8.4.0.0^{3,8}]tetradeca-1(10),3(8),4,6,11,13-hexaene